6-methyl-2-oxo-7-azaspiro[3.5]nonan CC1CC2(CC(C2)=O)CCN1